C(#N)C1=CC(=C(C(=O)OC)C=C1F)OC1CC1 methyl 4-cyano-2-cyclopropyloxy-5-fluorobenzoate